CC(/C=C/CCCCC(=O)OCC1=CC(=C(C=C1)O)OC)C 4-hydroxy-3-methoxybenzyl (E)-8-methyl-6-nonenoate